FC=1C(=C(NC2=C(NC3=C2C(NCC3)=O)C3=C(C=NC=C3)OC[C@H]3N(CCC3)C)C=C(C1)F)C 3-(3,5-difluoro-2-methylanilino)-2-(3-{[(2S)-1-methylpyrrolidin-2-yl]methoxy}pyridin-4-yl)-1,5,6,7-tetrahydro-4H-pyrrolo[3,2-c]pyridin-4-one